O=C1NC(CCC1N1C(C2=CC=C(C=C2C1=O)N1CCC(CC1)(O)CN1CC2C(C2C1)C=O)=O)=O 3-((1-(2-(2,6-dioxopiperidin-3-yl)-1,3-dioxoisoindolin-5-yl)-4-hydroxypiperidin-4-yl)methyl)-3-azabicyclo[3.1.0]hexane-6-carbaldehyde